4,4'-[propan-2,2-diylbis(sulfandiyl)]bis[2,6-bis(1,1-dimethylethyl)phenol] CC(C)(SC1=CC(=C(C(=C1)C(C)(C)C)O)C(C)(C)C)SC1=CC(=C(C(=C1)C(C)(C)C)O)C(C)(C)C